CC1=C(OC2CCC3(CN(C3)C(=O)C3CC(C3)(C)O)CC2)C=CC=C1C (7-(2,3-Dimethylphenoxy)-2-azaspiro[3.5]nonan-2-yl)((1s,3s)-3-hydroxy-3-methylcyclobutyl)methanone